5-(azetidin-3-yl)-2-[1-(trifluoromethyl)cyclopropyl]Pyridine N1CC(C1)C=1C=CC(=NC1)C1(CC1)C(F)(F)F